silicon diazacyclopentene N1=NCCC1.[Si]